C(C(=C)C)(=O)O.C(C(=C)C)(=O)O.C(C(=C)C)(=O)O.OCC(CO)(CO)CO.OCC(CO)(CO)CO Di-pentaerythritol trimethacrylate